propyl bromide 2,2-diphenyl-cyclopropanecarboxylate C1(=CC=CC=C1)C1(C(C1)C(=O)O)C1=CC=CC=C1.C(CC)Br